trans-4-((6-(4-(3,4-dihydroisoquinolin-2(1H)-yl)-3-hydroxypiperidin-1-yl)pyrimidin-4-yl)amino)benzonitrile C1N(CCC2=CC=CC=C12)[C@H]1[C@@H](CN(CC1)C1=CC(=NC=N1)NC1=CC=C(C#N)C=C1)O